ClC1=NC=C(C(=N1)NC1(CCCCC1)CNC(OC(C)(C)C)=O)C#CCO tert-butyl ((1-((2-chloro-5-(3-hydroxyprop-1-yn-1-yl)pyrimidin-4-yl)amino) cyclohexyl)methyl)carbamate